FC1=C(C=CC=C1C(F)(F)F)N(C(=O)NC=1C=NC(=C(C1)F)N1C=NC(=C1)[C@H]1NCCOC1)C |o1:27| (R or S)-1-(2-fluoro-3-(trifluoromethyl)phenyl)-3-(5-fluoro-6-(4-(morpholin-3-yl)-1H-imidazol-1-yl)pyridin-3-yl)-1-methylurea